magnesium di-lysine N[C@@H](CCCCN)C(=O)O.N[C@@H](CCCCN)C(=O)O.[Mg]